(S)-2-(tert-butoxy)-2-(7-(4-chlorophenyl)-2-(3-(1-((1s,3s)-3-hydroxycyclobutyl)piperidin-4-yl)-1-methyl-1H-indazol-5-yl)-5-methylbenzo[d]thiazol-6-yl)acetic acid C(C)(C)(C)O[C@H](C(=O)O)C1=C(C2=C(N=C(S2)C=2C=C3C(=NN(C3=CC2)C)C2CCN(CC2)C2CC(C2)O)C=C1C)C1=CC=C(C=C1)Cl